CC=1N(C(C2=C(N1)C(=NC(=N2)N2C[C@@H](OCC2)C=2C=NN(C2)C)C2CCC(CC2)C)=O)C 2,3-dimethyl-6-[(2S)-2-(1-methyl-1H-pyrazol-4-yl)morpholin-4-yl]-8-[(1r,4r)-4-methylcyclohexyl]-3H,4H-pyrimido[5,4-d][1,3]diazin-4-one